COC(C)COC(C)CO Dipropyleneglycol Monomethyl ether